ClC1=NC=C2C=C(N=C(C2=C1)N1CCC(CC1)(C#N)C)C1=C(C(=CC(=C1Cl)OC)OC)Cl 1-(7-chloro-3-(2,6-dichloro-3,5-dimethoxyphenyl)-2,6-naphthyridin-1-yl)-4-methylpiperidine-4-carbonitrile